C(C)(C)(C)OC(=O)N1CCC2=CC=C(C(=C12)F)B1OC(C(O1)(C)C)(C)C tert-butyl-7-fluoro-6-(4,4,5,5-tetramethyl-1,3,2-dioxaborolan-2-yl)-2,3-dihydroindole-1-carboxylate